ClC1=NC(=CC(=C1)N=C=O)Cl 2,6-dichloro-4-pyridyl isocyanate